ClC1=CC=C(S1)NC(=O)N[C@@H]1C(NC[C@H]1C1=C(C=C(C=C1F)OC)F)=O |o1:10,14| (-)-1-(5-Chlorothiophen-2-yl)-3-[(3S*,4R*)-4-(2,6-difluoro-4-methoxyphenyl)-2-oxopyrrolidin-3-yl]urea